CC=1C=C2C(C=C(OC2=C(C1)C(C)NC1=C(C(=O)O)C=CC=C1)N1CCCC1)=O 2-((1-(6-methyl-4-oxo-2-(pyrrolidin-1-yl)-4H-chromen-8-yl)ethyl)amino)benzoic acid